C(C)(=O)NC1CCN(CC1)C1=NC(=NC=C1)C1=CN=C2N1C=C(N=C2)C(=O)N 3-(4-(4-acetamidopiperidin-1-yl)pyrimidin-2-yl)imidazo[1,2-a]pyrazine-6-carboxamide